N-[(1S)-1-[(5-bromo-2-chloro-phenyl)methyl]-2-[4-(3-methylimidazol-4-yl)anilino]-2-oxo-ethyl]-2-methyl-pyrazole-3-carboxamide BrC=1C=CC(=C(C1)C[C@@H](C(=O)NC1=CC=C(C=C1)C=1N(C=NC1)C)NC(=O)C=1N(N=CC1)C)Cl